1-(1H-indol-5-yl)-1H-imidazol-4-amine N1C=CC2=CC(=CC=C12)N1C=NC(=C1)N